FC([C@H](CC1=NC(=NO1)C=1C=CC(=C(C1)NC(=O)C1=CN=C2N1C=CC(=C2)O)C)O)F (S)-N-(5-(5-(3,3-difluoro-2-hydroxypropyl)-1,2,4-oxadiazol-3-yl)-2-methylphenyl)-7-hydroxyimidazo[1,2-a]pyridine-3-carboxamide